[4,4-bipyridine]-2,2'-dinitrile N1=C(C=C(C=C1)C1=CC(=NC=C1)C#N)C#N